(E)-3-(5-phenylthiophen-2-yl)acrylic acid C1(=CC=CC=C1)C1=CC=C(S1)/C=C/C(=O)O